(6-amino-2,2-difluorobenzo[d][1,3]dioxol-5-yl)(3-methoxyphenyl)methanone NC=1C(=CC2=C(OC(O2)(F)F)C1)C(=O)C1=CC(=CC=C1)OC